4-(5-(2-chlorophenyl)-1-methyl-2-oxo-1,2-dihydropyridin-4-yl)-2-(2,6-dimethylpyridin-4-yl)-6-methyl-1,6-dihydro-7H-pyrrolo[2,3-c]pyridin-7-one hydrochloride Cl.ClC1=C(C=CC=C1)C=1C(=CC(N(C1)C)=O)C=1C2=C(C(N(C1)C)=O)NC(=C2)C2=CC(=NC(=C2)C)C